COC1=CC=C(C=C1)N1CCN(CC1)CC=1C=C2CN(C(C2=CC1)=O)C1C(NC(CC1)=O)=O 3-(5-((4-(4-methoxyphenyl)piperazin-1-yl)methyl)-1-oxoisoindolin-2-yl)piperidine-2,6-dione